1-methoxy-3-{4-[(2-{3-[(2-methoxy-4-sulfamoylphenyl) amino]prop-1-yn-1-yl}-1-(2,2,2-trifluoroethyl)-1H-indol-4-yl)amino]piperidin-1-yl}propan-2-yl acetate C(C)(=O)OC(COC)CN1CCC(CC1)NC1=C2C=C(N(C2=CC=C1)CC(F)(F)F)C#CCNC1=C(C=C(C=C1)S(N)(=O)=O)OC